NC1=NN(C=C1C=1C=2N(C=C(N1)C=1C=NN(C1)C)N=CC2)C2(CN(C2)S(=O)(=O)C(C)C)CC#N 2-(3-(3-amino-4-(6-(1-methyl-1H-pyrazol-4-yl)pyrazolo[1,5-a]pyrazin-4-yl)-1H-pyrazol-1-yl)-1-(isopropylsulfonyl)azetidin-3-yl)acetonitrile